1-isopropyl-3-(4-methylphenyl)-2,4-dioxo-1,2,3,4-tetrahydropyrimidine-5-carboxylic acid C(C)(C)N1C(N(C(C(=C1)C(=O)O)=O)C1=CC=C(C=C1)C)=O